4-oxo-2-thioxo-3-thiazolidineacetic Acid O=C1N(C(SC1)=S)CC(=O)O